C(CC(=O)C(=O)[O-])(=O)[O-] Oxalacetat